6-chloro-5-methyl-1-(tetrahydro-2H-pyran-2-yl)-4-((tetrahydro-2H-pyran-2-yl)oxy)-1H-indazole ClC1=C(C(=C2C=NN(C2=C1)C1OCCCC1)OC1OCCCC1)C